CC1=NC=2C3=C(OC4=C(C2O1)C=CC=C4)C=CC=C3 2-methyl-1,8-dioxa-3-aza-dibenzo[e,h]azulene